Ethyl 8-chloro-1,7-naphthyridine-3-carboxylate ClC=1N=CC=C2C=C(C=NC12)C(=O)OCC